ethyl 5-amino-6-chloropyrazolo[1,5-a]pyridine-3-carboxylate NC1=CC=2N(C=C1Cl)N=CC2C(=O)OCC